ClC=1C=CC=C2C=C(NC12)C(=O)N[C@H](C(=O)NC(C(=O)[O-])C[C@H]1C(NCCC1)=O)CC(C)(C)C ((S)-2-(7-chloro-1H-indole-2-carboxamido)-4,4-dimethylpentanamido)-3-((S)-2-oxopiperidin-3-yl)propanoate